t-butyl (1r,3r)-3-(3-chloro-4-cyanophenoxy)-2,2,4,4-tetramethylcyclobutylcarbamate ClC=1C=C(OC2C(C(C2(C)C)NC(OC(C)(C)C)=O)(C)C)C=CC1C#N